C(C)C=1C(=CC=2N(N1)C(=CN2)C2=CC=NC1=NC(=CC=C21)N2N=CC(=N2)C)C2=CC=C(CN1C3CCC(C1)CC3)C=C2 2-(4-(6-ethyl-3-(7-(4-methyl-2H-1,2,3-triazol-2-yl)-1,8-naphthyridin-4-yl)imidazo[1,2-b]pyridazin-7-yl)benzyl)-2-azabicyclo[2.2.2]octane